O=C1NC(CCC1N1C(C2=CC=C(C=C2C1=O)N1CCC(CC1)OC1CCN(CC1)C[C@H]1CNCCO1)=O)=O 2-(2,6-dioxo-3-piperidyl)-5-[4-[[1-[[(2R)-morpholin-2-yl]methyl]-4-piperidyl]oxy]-1-piperidyl]isoindoline-1,3-dione